1-(3-(4-acetylpiperazine-1-carbonyl)-6,7-dimethoxyquinolin-4-yl)-4-methylpiperidine-4-carbonitrile C(C)(=O)N1CCN(CC1)C(=O)C=1C=NC2=CC(=C(C=C2C1N1CCC(CC1)(C#N)C)OC)OC